OC(=O)C(F)(F)F.C(C1=CC=CC=C1)[C@H](NC(C1=CC=CC=C1)=O)C(N[C@@H](CCCCNC(OC(C)(C)C)=O)C(=O)O)=O (3S,6S)-3-benzyl-14,14-dimethyl-1,4,12-trioxo-1-phenyl-13-oxa-2,5,11-triazapentadecane-6-carboxylic acid TFA salt